[N+](=O)([O-])C1CCC2=CC=CC=C12 nitro-indan